ICC1=CC(=CC=C1OCC(=O)[O-])C 6-iodomethyl-4-methylphenoxyacetate